IC=1CC(C=C(C1)C=1C=NN(C1)C1CCN(CC1)C)(S(=O)(=O)N1C=CC=2C1=NC=CC2)C 3-iodo-5-(1-(1-methyl-piperidin-4-yl)-1H-pyrazol-4-yl)-1-methyl-benzenesulfonyl-1H-pyrrolo[2,3-b]pyridine